3-((5-ethyl-1-(2-methylpyridin-3-yl)-4-nitro-1H-pyrazol-3-yl)oxy)propan-1-ol C(C)C1=C(C(=NN1C=1C(=NC=CC1)C)OCCCO)[N+](=O)[O-]